1-isopropyl-4-methoxybenzene C(C)(C)C1=CC=C(C=C1)OC